2-[[2-[2-[2-[2-[2-[2-[1-[1,2-bis[(Z)-octadec-9-enoxy]ethyl]tridecoxy]-2-oxo-ethoxy]ethoxy]ethoxy]ethoxy]ethoxy]-2-oxoethyl]amino]ethyl 2-(2-methoxyethylamino)acetate COCCNCC(=O)OCCNCC(=O)OCCOCCOCCOCCOCC(=O)OC(CCCCCCCCCCCC)C(COCCCCCCCC\C=C/CCCCCCCC)OCCCCCCCC\C=C/CCCCCCCC